N1(CCCCC1)C1CCN(CC1)C1=CC(=C(C=C1C=1C=NN(C1)C)NC1=NC=C(C(=N1)NC=1C(=C2N=CC=NC2=CC1)P(C)(C)=O)Br)OC (6-((2-((4-([1,4'-Bipiperidine]-1'-yl)-2-methoxy-5-(1-methyl-1H-pyrazole-4-yl)phenyl)amino)-5-bromopyrimidin-4-yl)amino)quinoxalin-5-yl)dimethylphosphine oxide